(2R,3aS,6S,6aR)-6-((2-amino-3-fluoroquinolin-7-yl)methyl)-2-(4-methyl-7H-pyrrolo[2,3-d]pyrimidin-7-yl)hexahydro-3aH-cyclopenta[b]furan-3,3a-diol NC1=NC2=CC(=CC=C2C=C1F)C[C@@H]1CC[C@]2([C@@H]1O[C@H](C2O)N2C=CC1=C2N=CN=C1C)O